N1(CCNCC1)C1=CC=C(C=N1)C#N 6-(piperazin-1-yl)pyridine-3-carbonitrile